FC1=CC=2N(C=C1NC(=O)N1CCC=3C1=NC=CC3N3CCN(C1(CC1)C3)C(=O)OC(C)(C)C)C=C(N2)C tert-butyl 7-(1-((7-fluoro-2-methylimidazo[1,2-a]pyridin-6-yl)carbamoyl)-2,3-dihydro-1H-pyrrolo[2,3-b]pyridin-4-yl)-4,7-diazaspiro[2.5]octane-4-carboxylate